[K].[Si](C)(C)(C(C)(C)C)OC[C@@H](COCCCCCCCCCCCCCCCCCC)OCC=1C=C(C=C(C#N)C1)C#N (R)-5-(((1-((tert-butyldimethylsilyl)oxy)-3-(octadecyloxy)propan-2-yl)oxy)methyl)isophthalonitrile Potassium